1-butyl-3-methylimidazole di(2-ethylhexyl)phosphate dioctanoate C(CCCCCCC)(=O)O.C(CCCCCCC)(=O)O.C(C)C(COP(=O)(OCC(CCCC)CC)O)CCCC.C(CCC)N1CN(C=C1)C